FC(/C(=C/C(=O)O)/C)(F)F (E)-4,4,4-trifluoro-3-methyl-2-butenoic acid